4,5-dihydro-N,N-dimethyl-2-[[4-[5-(trifluoromethyl)-1,2,4-oxadiazol-3-yl]phenyl]methyl]-4-oxazolecarboxamide CN(C(=O)C1N=C(OC1)CC1=CC=C(C=C1)C1=NOC(=N1)C(F)(F)F)C